4-(1-(1-Methylcyclobutyl)-1H-pyrazol-4-yl)pyrimidin-2-amine CC1(CCC1)N1N=CC(=C1)C1=NC(=NC=C1)N